5-chloro-1,8-naphthyridin-2(1H)-one ClC1=C2C=CC(NC2=NC=C1)=O